C(C)OC(C(C(=O)OCC)N)=O 2-Aminomalonic acid diethyl ester